C(C)C=1C(NC=2C=C(C=NC2C1)CN1CC2C(C1)CN(C2)C=2C=CC(=NC2C)C(=O)NC)=O 5-(5-((7-ethyl-6-oxo-5,6-dihydro-1,5-naphthyridin-3-yl)methyl)hexahydropyrrolo[3,4-c]pyrrol-2(1H)-yl)-N,6-dimethylpicolinamide